tert-butyl 4-{5-fluoro-4-[(3-methyl-4-{[1,2,4]triazolo[1,5-a]pyridin-7-yloxy}phenyl)amino]quinazolin-6-yl}-1,2,3,6-tetrahydropyridine-1-carboxylate FC1=C2C(=NC=NC2=CC=C1C=1CCN(CC1)C(=O)OC(C)(C)C)NC1=CC(=C(C=C1)OC1=CC=2N(C=C1)N=CN2)C